2-fluoro-N-(3-(1-methyl-1H-imidazol-4-yl)-1-(4-(trifluoromethyl)phenyl)-1H-indol-5-yl)acrylamide FC(C(=O)NC=1C=C2C(=CN(C2=CC1)C1=CC=C(C=C1)C(F)(F)F)C=1N=CN(C1)C)=C